methyl (2E)-2-[2-[[(Z)-[1-(2-bromophenyl)-2-methoxyethylidene]amino]oxy-methyl]-3-chloro-phenyl]-2-methoxyimino-acetate BrC1=C(C=CC=C1)/C(/COC)=N/OCC1=C(C=CC=C1Cl)\C(\C(=O)OC)=N/OC